C(=O)(OCC1=CC=CC=C1)CNC(=S)N Cbzmethylthiourea